3-(2-fluorophenyl)-5-methyl-2,4,5,6-tetrahydropyrrolo[3,4-c]pyrazole FC1=C(C=CC=C1)C1=C2C(=NN1)CN(C2)C